ClC=1C=NC(=C(C(=O)NC2CCC(CC2)CN2C(N(C3=C2C=CC=C3)C=3C=NC(=CC3)OC[C@@H](C)O)=O)C1)C(F)(F)F 5-chloro-N-((1R,4r)-4-((3-(6-((R)-2-hydroxypropoxy)pyridin-3-yl)-2-oxo-2,3-di-hydro-1H-benzo[d]imidazol-1-yl)methyl)cyclohexyl)-2-(trifluoromethyl)nicotinamide